ClC1=CC=C(OC2=NC=C(C=N2)C2=CN=CC(=N2)NC2CN(C2)C(=O)OC(C)(C)C)C=C1 tert-butyl 3-[[6-[2-(4-chlorophenoxy) pyrimidin-5-yl]pyrazin-2-yl]amino]azetidine-1-carboxylate